N=1N(N=CC1)C1=C(C=C(C=N1)NC(=O)C1=C(C=C(C=C1)C1=C(C(=CC=C1)Cl)Cl)C)C(F)(F)F N-(6-(2H-1,2,3-triazol-2-yl)-5-(trifluoromethyl)pyridin-3-yl)-2',3'-dichloro-3-methyl-[1,1'-biphenyl]-4-carboxamide